FC(C(=O)NCCC1=C(C=C(C(=C1)OC)\C=C/F)OC)(F)F Z-N-trifluoroacetyl-4-(2-fluorovinyl)-2,5-dimethoxyphenethylamine